3-bromo-2-(bromomethyl)-1-fluoro-4-methyl-benzene BrC=1C(=C(C=CC1C)F)CBr